Tetraphenyl-methane C1(=CC=CC=C1)C(C1=CC=CC=C1)(C1=CC=CC=C1)C1=CC=CC=C1